4-(methylamino)-1-phenyl-7-(trifluoromethyl)quinazolin-2(1H)-one CNC1=NC(N(C2=CC(=CC=C12)C(F)(F)F)C1=CC=CC=C1)=O